(E)-7-(1-Hydroxy-6,6,9-trimethyl-6a,7,10,10a-tetrahydrobenzo[c]chromen-3-yl)hept-5-enenitrile OC1=C2C3C(C(OC2=CC(=C1)C/C=C/CCCC#N)(C)C)CC=C(C3)C